FC1=CC2=C(N(C(=N2)N2C[C@H]([C@@H](CC2)F)N)CC2=CC=C(C=C2)OC(F)(F)F)C=C1F (3R,4R)-1-(5,6-difluoro-1-(4-(trifluoromethoxy)benzyl)-1H-benzimidazol-2-yl)-4-fluoro-3-piperidinamine